tri[(1-benzyl-1H-1,2,3-triazole-4-yl)methyl]amine C(C1=CC=CC=C1)N1N=NC(=C1)CN(CC=1N=NN(C1)CC1=CC=CC=C1)CC=1N=NN(C1)CC1=CC=CC=C1